(R)-1-(4-((1-(5-(3-chloro-5-fluorophenyl)-4,5-dihydro-1H-pyrazole-1-carbonyl)azetidin-3-yl)oxy)-5-fluoropyridin-2-yl)-3,5-dimethyl-1H-pyrazole-4-carboxamide ClC=1C=C(C=C(C1)F)[C@H]1CC=NN1C(=O)N1CC(C1)OC1=CC(=NC=C1F)N1N=C(C(=C1C)C(=O)N)C